OC=1C2(N3C=CC=C3C(C1C(=O)NCC(=O)O)=O)CC2 (6'-hydroxy-8'-oxo-8'H-spiro[cyclopropane-1,5'-indolizine]-7'-carbonyl)glycine